O1COC2=C1C=CC(=C2)C=CC(=O)N(C2=CC=CC=C2)C2=CC=CC=C2 3-Benzo[1,3]Dioxol-5-yl-N,N-Diphenyl-2-Propenamid